1-((1r,2r)-2-hydroxy-4,4-dimethyl-1,2,3,4-tetrahydronaphthalen-1-yl)-3-(6-(2-(2-hydroxypropan-2-yl)pyrimidin-5-yl)-5-methyl-2-phenylpyridin-3-yl)urea O[C@H]1[C@@H](C2=CC=CC=C2C(C1)(C)C)NC(=O)NC=1C(=NC(=C(C1)C)C=1C=NC(=NC1)C(C)(C)O)C1=CC=CC=C1